5-((S)-2,2-dimethyltetrahydro-2H-pyran-4-yl)-1-((1S,2S)-2-(hydroxymethyl)-1-(5-oxo-4,5-dihydro-1,2,4-oxadiazol-3-yl)cyclopropyl)-N-methyl-N-phenyl-1H-indole-2-carboxamide CC1(OCC[C@@H](C1)C=1C=C2C=C(N(C2=CC1)[C@@]1([C@H](C1)CO)C1=NOC(N1)=O)C(=O)N(C1=CC=CC=C1)C)C